4-[1-(1H-pyrrolo[2,3-b]pyridin-4-yl)-1H-pyrazol-4-yl]aniline N1C=CC=2C1=NC=CC2N2N=CC(=C2)C2=CC=C(N)C=C2